9-(5-(difluoromethyl)-1,3,4-thiadiazol-2-yl)-4-(4-(4-fluorobenzoyl)piperazin-1-yl)-9H-pyrimido[4,5-b]indole-7-sulfonamide FC(C1=NN=C(S1)N1C2=C(C3=CC=C(C=C13)S(=O)(=O)N)C(=NC=N2)N2CCN(CC2)C(C2=CC=C(C=C2)F)=O)F